(4R)-4-methyl-6-(4,4,5,5-tetramethyl-1,3,2-dioxaborolan-2-yl)-1,3,4,5-tetrahydro-1,5-benzodiazepin-2-one C[C@H]1NC2=C(NC(C1)=O)C=CC=C2B2OC(C(O2)(C)C)(C)C